FC1=C(C(=CC=C1)F)C1=CC=CC2=C1C(=NO2)N2C(N1[C@H](C2)C[C@@H](C1)NS(=O)(=O)CC)=O N-{(6S,7aS)-2-[4-(2,6-Difluorophenyl)-1,2-benzoxazol-3-yl]-3-oxohexahydro-1H-pyrrolo[1,2-c]imidazol-6-yl}ethanesulfonamide